N=1N(N=C2C1C=CC=C2)C=2C=C(C=C(C2O)C(C)(C)C)CCC(=O)O 3-[3-(benzotriazole-2-yl)-4-hydroxy-5-tert-butylphenyl]-propionic acid